C(=O)C1=C(C=CC(=C1)OC)NC(CCC(=O)NC=1C=CC=C2C=CC=NC12)CC1=CC=CC=C1 4-((2-formyl-4-methoxyphenyl)amino)-5-phenyl-N-(quinolin-8-yl)pentanamide